2-Methyl-5-(2-(methylamino)propoxy)-N-(1-(7-vinylquinolin-5-yl)cyclopropyl)benzamide CC1=C(C(=O)NC2(CC2)C2=C3C=CC=NC3=CC(=C2)C=C)C=C(C=C1)OCC(C)NC